N-(5-bromo-1H-indol-3-yl)-5-[3-(dimethylamino)phenoxy]-1H-benzo[d]imidazol-2-amine BrC=1C=C2C(=CNC2=CC1)NC1=NC2=C(N1)C=CC(=C2)OC2=CC(=CC=C2)N(C)C